C1(CC1)C=1N=C(N(C1)COCC[Si](C)(C)C)C(=O)O 4-cyclopropyl-1-((2-(trimethylsilyl)ethoxy)methyl)-1H-imidazole-2-carboxylic acid